1-[2-(8-fluoroquinolin-6-yl)-1,2,4-triazol-3-yl]methanamine FC=1C=C(C=C2C=CC=NC12)N1N=CN=C1CN